Rac-(4-amino-7-fluoroimidazo[1,5-a]quinoxalin-8-yl)((4aS,10bS)-8-methoxy-2,3,4,4a,6,10b-hexahydro-1H-isochromeno[4,3-b]pyridin-1-yl)methanone NC=1C=2N(C3=CC(=C(C=C3N1)F)C(=O)N1[C@@H]3[C@H](CCC1)OCC=1C=C(C=CC13)OC)C=NC2 |r|